ClC1=CC=CC=2N=C(OC21)[C@H]2CC[C@@H](CN2)NC(COC2=CC(=C(C=C2)Cl)F)=O N-[(3S,6R)-6-(7-chloro-1,3-benzoxazol-2-yl)piperidin-3-yl]-2-(4-chloro-3-fluorophenoxy)acetamide